1-(1,3-dioxo-2-(2,6-dioxopiperidin-3-yl)isoindolin-4-yl)piperidin O=C1N(C(C2=C(C=CC=C12)N1CCCCC1)=O)C1C(NC(CC1)=O)=O